N-(2-fluorobenzyl)-N-methylcyclopropanecarboxamide FC1=C(CN(C(=O)C2CC2)C)C=CC=C1